1-Fluoro-2,4-dinitrobenzene FC1=C(C=C(C=C1)[N+](=O)[O-])[N+](=O)[O-]